6-(2-(5-cyclopropyl-3-(2-(trifluoromethyl)pyridin-3-yl)isoxazol-4-yl)-7-azaspiro[3.5]non-1-en-7-yl)-4-(difluoromethoxy)-N-(methylsulfonyl)quinoline-2-carboxamide C1(CC1)C1=C(C(=NO1)C=1C(=NC=CC1)C(F)(F)F)C1=CC2(C1)CCN(CC2)C=2C=C1C(=CC(=NC1=CC2)C(=O)NS(=O)(=O)C)OC(F)F